[Cl-].C(C)(C)(C)C=1C=C(CN2C(=[N+]([C@H]([C@@H]2C2=CC=CC=C2)C2=CC=CC=C2)CC2=CC(=C(C(=C2)C(C)(C)C)OC)C(C)(C)C)N=C2N[C@H]([C@@H](N2)C2=CC=CC=C2)C2=CC=CC=C2)C=C(C1OC)C(C)(C)C (4S,5S)-1,3-bis(3,5-di-tert-butyl-4-methoxybenzyl)-2-(((4S,5S)-4,5-diphenylimidazolidin-2-ylidene)amino)-4,5-diphenyl-4,5-dihydro-1H-imidazol-3-ium chloride